(2-(8-methyl-3,8-diazabicyclo[3.2.1]octan-3-yl)-5-nitrophenyl)methanol CN1C2CN(CC1CC2)C2=C(C=C(C=C2)[N+](=O)[O-])CO